ClC1=CC(=CC=2C3=C(NC12)C=CC=N3)OC 6-chloro-8-methoxy-5H-pyrido[3,2-b]indole